tert-butyl 8-((9-cyclopentyl-8-(phenylamino)-9H-purin-2-ylamino) phenyl)-3,8-diazabicyclo[3.2.1]octane-3-carboxylate C1(CCCC1)N1C2=NC(=NC=C2N=C1NC1=CC=CC=C1)NC1=C(C=CC=C1)N1C2CN(CC1CC2)C(=O)OC(C)(C)C